3-(4-bromobutyl)-4-(benzenesulfonyl)-1,2,5-oxadiazole BrCCCCC1=NON=C1S(=O)(=O)C1=CC=CC=C1